sodium trifluoroacetophenone FC(C(=O)C1=CC=CC=C1)(F)F.[Na]